CS(=O)(=O)CC12CNCC(CC1)N2C(=O)[O-] 1-[(methanesulfonyl)methyl]-3,8-diazabicyclo[3.2.1]octane-8-carboxylate